C(C)(C)C1=C(C(=CC=C1)C(C)C)N1CN2C(C=CC3=CC=CC(=C23)N2CCOCC2)C1=[Ag-2]Cl 2-(2,6-Diisopropylphenyl)-9-(morpholin-4-yl)imidazo[1,5-a]quinolin-3-ylidenesilver(I) chloride